FC1=CC(=CC2=C1N(N=N2)C)O 7-fluoro-1-methyl-benzotriazol-5-ol